CC=1C(=C2C(=NC1)C=C(S2)C(=O)O)C 6,7-dimethylthieno[3,2-b]pyridine-2-carboxylic acid